FC(CNC(OC1=CC=CC=C1)=O)F phenyl N-(2,2-difluoroethyl)carbamate